5-bromo-2-iodo-4-(trifluoromethyl)aniline BrC=1C(=CC(=C(N)C1)I)C(F)(F)F